5-(5-(3-(1H-imidazol-4-yl)azetidin-1-yl)-1,3,4-oxadiazol-2-yl)-N-(5,6-difluoro-2,3-dihydro-1H-inden-2-yl)pyrimidin-2-amine N1C=NC(=C1)C1CN(C1)C1=NN=C(O1)C=1C=NC(=NC1)NC1CC2=CC(=C(C=C2C1)F)F